C(C)OC(N=C(SCC)NC=1C=C2COCC2=C(C1Cl)Br)=O Ethyl(((7-bromo-6-chloro-1,3-dihydroisobenzofuran-5-yl)amino)(ethylthio)methylene)carbamate